tert-butyl 2-[[5-tert-butoxycarbonyl-2-[[2-[4-[3-[(4-chloro-2-fluoro-phenyl)methoxy]-4-fluoro-phenyl]-2-fluoro-phenyl]acetyl]amino]anilino]methyl]pyrrolidine-1-carboxylate C(C)(C)(C)OC(=O)C=1C=CC(=C(NCC2N(CCC2)C(=O)OC(C)(C)C)C1)NC(CC1=C(C=C(C=C1)C1=CC(=C(C=C1)F)OCC1=C(C=C(C=C1)Cl)F)F)=O